3-(5,6-dihydro-2H-pyran-3-yl)-5-((3-(2-fluorophenyl)-5-methyl-5,6-dihydropyrrolo[3,4-c]pyrazole-2(4H)-yl)methyl)phenol O1CC(=CCC1)C=1C=C(C=C(C1)CN1N=C2C(=C1C1=C(C=CC=C1)F)CN(C2)C)O